C(=O)OC(CCCCC)O Hexanediol formate